3-(4-phenoxyphenyl)-1-[1-[1-[1-[1-(4-piperidyl)-4-piperidyl]-4-piperidyl]azetidin-3-yl]-4-piperidyl]pyrazolo[3,4-d]pyrimidin-4-amine O(C1=CC=CC=C1)C1=CC=C(C=C1)C1=NN(C2=NC=NC(=C21)N)C2CCN(CC2)C2CN(C2)C2CCN(CC2)C2CCN(CC2)C2CCNCC2